hexa-5-ynolate C(CCCC#C)[O-]